5-fluoro-2-((1-methyl-1H-pyrazol-3-yl)methyl)-6-(phenylthio)phthalazin-1(2H)-one FC1=C2C=NN(C(C2=CC=C1SC1=CC=CC=C1)=O)CC1=NN(C=C1)C